7-(1-ethoxyvinyl)-3-ethyl-1,6-naphthyridin-2(1H)-one C(C)OC(=C)C1=NC=C2C=C(C(NC2=C1)=O)CC